OC(C=1NC(=NN1)C=1C=C(OC2=C(C=3C=CNC3C=C2)C(=O)NCC(C(F)(F)F)O)C=CC1)C1=CN=CS1 5-(3-(5-(hydroxy(thiazol-5-yl)methyl)-4H-1,2,4-triazol-3-yl)phenoxy)-N-(3,3,3-trifluoro-2-hydroxypropyl)-1H-indole-4-carboxamide